CC1=CC=CC(=N1)C1=NN(C=C1C1=CC=C2C=NNC2=C1)C1OCCCC1 6-(3-(6-methylpyridin-2-yl)-1-(tetrahydro-2H-pyran-2-yl)-1H-pyrazol-4-yl)-1H-indazole